C[C@@H]1[C@H](C[C@@H]([C@@H](O1)O[C@@H]2[C@H]([C@@H](O[C@@H]([C@@H]2O)CO)OC)NC(=O)C)OC)O The molecule is an amino disaccharide consisting of N-acetyl-beta-D-galactosamine having a 2-O-methyl-beta-D-tyvelosyl residue attached at the 3-position and with the anomeric hydroxy group replaced by methoxy. It has a role as an epitope. It is an amino disaccharide and a methyl glycoside.